NC1=NC=C(C=N1)[C@H]1C[C@H](CO1)N(C(O)=O)C(C)C.N1CC(OCC1)C(=O)N1CCN(CC1)C1=NC=C(C=N1)C(F)(F)F |r| Morpholin-2-yl-(4-[5-(trifluoromethyl)pyrimidin-2-yl]piperazin-1-yl)methanone rac-(3R,5R)-5-(2-aminopyrimidin-5-yl)oxolan-3-yl-N-isopropylcarbamate